mercaptopropyl sulfide SCCCSCCCS